CC(C(=O)OC)(C)C1=CNC(C=C1)=O methyl 2-methyl-2-(6-oxo-1,6-dihydropyridin-3-yl)propanoate